([4-(4-chlorophenyl)-1,3-thiazol-2-yl]amino)-N-hydroxypyrimidine-2-carboxamide ClC1=CC=C(C=C1)C=1N=C(SC1)NC1=NC(=NC=C1)C(=O)NO